N,N-didecyl-propanamide C(CCCCCCCCC)N(C(CC)=O)CCCCCCCCCC